O[C@@H]1[C@H]2[C@@H]3CC[C@H]([C@@H](CCCC(C)(C)O)C)[C@]3(CC[C@@H]2[C@]2(CC[C@@H](CC2=C1)O)C)C 7β,25-dihydroxylcholesterol